ClC=1C=C(C=C(C1N[C@@H](CSC1=CC=C(C=C1)F)CCN1CC(C1)OC)Cl)S(=O)(=O)NC(=O)[C@@]1(OCCCC1)C (R)-N-((3,5-dichloro-4-(((R)-1-((4-fluorophenyl)thio)-4-(3-methoxyazetidin-1-yl)butan-2-yl)amino)phenyl)sulfonyl)-2-methyltetrahydro-2H-pyran-2-carboxamide